BrC1=NC(=CC=C1)C1=NN=CN1CC 2-bromo-6-(4-ethyl-4H-1,2,4-triazol-3-yl)pyridine